C1OCC12CN(CC2)CC2=C(C=C(C(=O)NC1=CC(=CC=C1)[C@H](C)NC=1C=NC=3C(N1)=NN(C3)CC)C=C2)C (S)-4-((2-oxa-6-azaspiro[3.4]octan-6-yl)methyl)-N-(3-(1-((2-ethyl-2H-pyrazolo[3,4-b]pyrazin-6-yl)amino)ethyl)phenyl)-3-methylbenzamide